FC1=C(C=C(C=C1)NC(=O)C=1C(=C(N2CCCCC12)C(C(=O)N[C@@H]1[C@@H](CCC1)O)=O)C)C N-(4-fluoro-3-methylphenyl)-3-(2-(((1S,2R)-2-hydroxycyclopentyl)amino)-2-oxoacetyl)-2-methyl-5,6,7,8-tetrahydroindolizine-1-carboxamide